Cl.C(C)N(C1=CC(=C(C=C1)C(C(=O)O)(O)C1CCCCC1)C#CCC)CC 4-diethylamino-2-butynylphenyl-cyclohexylglycolate hydrochloride